[Cl-].ClC=1C=CC2=NC3=CC=C(C=C3[S+]=C2C1)Cl 3,7-dichlorophenothiazin-5-ium chloride